FC1=COC2=C1C=C(C=C2)CC(C)NCC2(COC2)C 1-(3-fluorobenzofuran-5-yl)-N-((3-methyloxetan-3-yl)methyl)propan-2-amine